3,3,3-trifluoro-N-(6-(2-(((3S)-5-(fluoromethyl)piperidin-3-yl)amino)-8-isopropylquinazolin-6-yl)-2-methyl-pyridin-3-yl)propane-1-sulfonamide FC(CCS(=O)(=O)NC=1C(=NC(=CC1)C=1C=C2C=NC(=NC2=C(C1)C(C)C)N[C@@H]1CNCC(C1)CF)C)(F)F